[N+](=O)([O-])C1=C(C=C(C=C1)C1=CC=CC=C1)N 4-nitro-[1,1'-biphenyl]-3-amine